CN(S(=O)(=O)C1=C(C=CC(=C1)[N+](=O)[O-])CC(=O)O)C 2-(2-(N,N-dimethylsulfamoyl)-4-nitrophenyl)acetic acid